3-benzylidene-5-bromo-7-fluoro-2,3-dihydropyrrolo[2,1-b]quinazolin-9(1H)-one C(C1=CC=CC=C1)=C1CCN2C1=NC=1C(=CC(=CC1C2=O)F)Br